(-)-2-[(diethylamino)methyl]piperidine C(C)N(CC)CC1NCCCC1